3-amino-4-(2-trifluoromethylphenyl)-butyric acid NC(CC(=O)O)CC1=C(C=CC=C1)C(F)(F)F